FC1=CC=C(C=C1)N(C(OC1=C(C=C(C=C1C(F)(F)F)C(F)(F)F)N1C(N(CC1)CC1(CNC1)O)=O)=O)C([2H])([2H])[2H] 2-(3-((3-hydroxyazetidin-3-yl)methyl)-2-oxoimidazolidin-1-yl)-4,6-bis(trifluoromethyl)phenyl (4-fluorophenyl)(methyl-d3)carbamate